methyl (S)-4-(2-aminoethyl)-3-((benzyloxy)methyl)-3,4-dihydro-2H-thieno[3,4-b][1,4]oxazine-5-carboxylate NCCN1C=2C(OC[C@@H]1COCC1=CC=CC=C1)=CSC2C(=O)OC